5-hydroxy-2-adamantanamine OC12CC3C(C(CC(C1)C3)C2)N